sulfofluoran S(=O)(=O)(O)F